2,4-bis(thiazol-4-yl)-3-methyl-7-(pyridin-2-ylmethyl)-3,7-diaza-bicyclo[3.3.1]nonan-9-one S1C=NC(=C1)C1C2CN(CC(C(N1C)C=1N=CSC1)C2=O)CC2=NC=CC=C2